ethyl-cyclopropane C(C)C1CC1